O=C1NC(CCC1NC1=CC=C(C=C1)C1=CC=C(C=C1)CC(=O)OCC1=CC=CC=C1)=O benzyl 2-[4-[4-[(2,6-dioxo-3-piperidyl)amino]phenyl]phenyl]acetate